NC1=NNC2=CC=C(C(=C12)C)C1=CC(=C(C=C1)S(=O)(=O)N1[C@@H](CC(C1)(F)F)CO)F (S)-(1-((4-(3-amino-4-methyl-1H-indazol-5-yl)-2-fluorophenyl)sulfonyl)-4,4-difluoropyrrolidin-2-yl)methanol